potassium (2,2-dimethylcyclopropyl)-trifluoroborate CC1(C(C1)[B-](F)(F)F)C.[K+]